ClC1=C(N(N=C1C(F)(F)F)C1=CC(=CC=C1)C(N(C1=CC2=C(N=C(O2)C)C=C1)C)=O)COC1=CC=C(C(=O)OC(C)(C)C)C=C1 tert-Butyl 4-[[4-chloro-2-[3-[methyl-(2-methyl-1,3-benzoxazol-6-yl) carbamoyl] phenyl]-5-(trifluoromethyl) pyrazol-3-yl]methoxy]benzoate